1-((tert-butyldimethylsilyl)oxy)nonan-4-ol [Si](C)(C)(C(C)(C)C)OCCCC(CCCCC)O